benzyl ((3R,5S)-5-((difluoromethoxy)methyl) pyrrolidin-3-yl)carboxylate FC(OC[C@@H]1C[C@H](CN1)C(=O)OCC1=CC=CC=C1)F